Methyl ((S)-2-(6-methoxynaphthalen-2-yl)propanoyl)-D-asparaginyl-L-alaninate COC=1C=C2C=CC(=CC2=CC1)[C@@H](C(=O)N[C@H](CC(N)=O)C(=O)N[C@@H](C)C(=O)OC)C